methyl-4-[(1-methylcyclopropyl)amino]-N-[5-(morpholin-4-yl)pyrazin-2-yl]furo[2,3-d]pyrimidine-5-carboxamide CC=1N=C(C2=C(N1)OC=C2C(=O)NC2=NC=C(N=C2)N2CCOCC2)NC2(CC2)C